COC1=C(C(=O)NC=2SC(=CN2)[N+](=O)[O-])C=CC=C1 2-methoxy-N-(5-nitrothiazol-2-yl)benzamide